3-((2-aminoethyl)(2-oxo-2-phenyl-1λ2-ethyl)amino)-propanoic acid NCCN(CCC(=O)O)[C]C(C1=CC=CC=C1)=O